CN1N=C2C(=CC(=CC2=C1)C1=CC=C2C(=N1)SC(=N2)N(C2CCNCC2)C)C 5-(2,7-dimethyl-2H-indazol-5-yl)-N-methyl-N-(piperidin-4-yl)[1,3]thiazolo[5,4-b]pyridin-2-amine